C(N)(=O)C1=C(C(=NN1C1=CC=C(C=C1)OC1=CC=CC=C1)N(C1CN(C1)C(=O)OC(C)(C)C)CC=C)[N+](=O)[O-] tert-butyl 3-{[5-carbamoyl-4-nitro-1-(4-phenoxyphenyl)-1H-pyrazol-3-yl](prop-2-en-1-yl)amino}azetidine-1-carboxylate